5-fluoro-2-hydroxy-N-((1-methyl-5-nitro-1H-imidazol-2-yl)methyl)benzamide FC=1C=CC(=C(C(=O)NCC=2N(C(=CN2)[N+](=O)[O-])C)C1)O